4-(2-(2,4-difluorophenoxy)-5-(ethylsulfonylamino)phenyl)-2,6-di(methyl-d3)pyridine 1-oxide FC1=C(OC2=C(C=C(C=C2)NS(=O)(=O)CC)C2=CC(=[N+](C(=C2)C([2H])([2H])[2H])[O-])C([2H])([2H])[2H])C=CC(=C1)F